C1=C(C=CC=2C3=CC=CC=C3C3(C12)C1=CC=CC=C1C=1C=CC=CC13)N(C1=CC=3C2(C4=CC=CC=C4C3C=C1)C1=CC=CC=C1C=1C=CC=CC12)C1=CC=2C3(C4=CC(=CC=C4C2C=C1)N(C1=CC=2C4(C5=CC=CC=C5C2C=C1)C1=CC=CC=C1C=1C=CC=CC14)C1=CC=4C2(C5=CC=CC=C5C4C=C1)C1=CC=CC=C1C=1C=CC=CC12)C1=CC=CC=C1C=1C=CC=CC13 2,7-bis[N,N-bis(9,9-spirobifluorene-2-yl)-amino]-9,9-spirobifluorene